C(C)O[C@H]1C[C@@H](N(CC1)C1CCC2=CNC=3C(=CC(=C1C23)OC)C)C2=CC=C(C(=O)O)C=C2 4-((2r,4r)-4-ethoxy-1-(6-methoxy-8-methyl-1,3,4,5-tetrahydrobenzo[cd]indol-5-yl)piperidin-2-yl)benzoic acid